(R)-7-(((tert-butyldiphenylsilyl)oxy)methyl)-9-(4-fluoro-2-methylphenyl)-2-methyl-3,4-dihydrobenzo[f][1,4]oxazepin-5(2H)-one [Si](C1=CC=CC=C1)(C1=CC=CC=C1)(C(C)(C)C)OCC=1C=C(C2=C(C(NC[C@H](O2)C)=O)C1)C1=C(C=C(C=C1)F)C